NC=1C=2O[C@@H](C3=CC(=CC=C3C=3C=NC=CC3CN3C=NC(=C3C(=CN1)C2)C#N)F)C (20R)-23-amino-17-fluoro-20-methyl-21-oxa-4,6,11,24-tetraazapentacyclo[20.3.1.02,6.08,13.014,19]hexacosa-1(25),2,4,8(13),9,11,14,16,18,22(26),23-undecaene-3-carbonitrile